CC=1N=CSC1C1=C(C(C2=CC(=CC=C12)OCCCC1=CC=CC=C1)=O)C1=C(C=CC=C1)CC#N (2-(3-(4-methylthiazol-5-yl)-1-oxo-6-(3-phenylpropoxy)-1H-inden-2-yl)phenyl)acetonitrile